N1-(3,4-dichloro-1H-indol-7-yl)-N4-(tetrahydro-2H-pyran-4-yl)benzene-1,4-disulfonamide ClC1=CNC2=C(C=CC(=C12)Cl)NS(=O)(=O)C1=CC=C(C=C1)S(=O)(=O)NC1CCOCC1